C(C)OC(=O)C1CCN(CC1)C1=NC(=C(N=C1)I)CCC1CC1 (6-(2-cyclopropylethyl)-5-iodopyrazin-2-yl)piperidine-4-carboxylic acid ethyl ester